CN1C2=C(C3=C1C(N(N=C3)CC3=C1C=NN(C1=CC=C3)COCC[Si](C)(C)C)=O)SC(=N2)CNS(=O)(=O)C N-((4-methyl-5-oxo-6-((1-((2-(trimethylsilyl)ethoxy)methyl)-1H-indazol-4-yl)methyl)-5,6-dihydro-4H-thiazolo[5',4':4,5]pyrrolo[2,3-d]pyridazin-2-yl)methyl)methanesulfonamide